(2r,4r)-N1-(4-chlorophenyl)-N2-(5-(3-cyclopropyl-1-((S)-1,1-dimethylethylsulfinyl)-1-(pyridin-2-yl)propyl)-2-fluorophenyl)-4-hydroxypyrrolidine-1,2-dicarboxamide ClC1=CC=C(C=C1)NC(=O)N1[C@H](C[C@H](C1)O)C(=O)NC1=C(C=CC(=C1)C(CCC1CC1)(C1=NC=CC=C1)[S@@](=O)C(C)(C)C)F